O=C1NC(CCC1C1=NN(C2=C(C=CC=C12)OCC(=O)NCC(C)(C)C)C)=O 2-((3-(2,6-Dioxopiperidin-3-yl)-1-methyl-1H-indazol-7-yl)oxy)-N-neopentyl-acetamide